C(C=C)OCC(C)O 1-(allyloxy)-2-propanol